5-iodopyrazolo[1,5-a]pyridine-3-carboxylic acid ethyl ester C(C)OC(=O)C=1C=NN2C1C=C(C=C2)I